1-(4-ethynyl-1-methyl-1H-imidazol-2-yl)-4,4-difluoropiperidine C(#C)C=1N=C(N(C1)C)N1CCC(CC1)(F)F